benzyl ((3S,4R)-3-methoxypiperidin-4-yl)carbamate CO[C@H]1CNCC[C@H]1NC(OCC1=CC=CC=C1)=O